C(C)N(C(C(C)C)=O)CC1=CC=C(C=C1)C1=NOC(=N1)CC(F)(F)F N-ethyl-2-methyl-N-({4-[5-(trifluoromethylmethyl)-1,2,4-oxadiazol-3-yl]phenyl}methyl)propanamide